BrC1=CC=C(C(=C1C1=C(C(=O)N)C=CC(=C1)[N+](=O)[O-])F)F (6-bromo-2,3-difluoro-phenyl)-4-nitro-benzamide